C(C1=CC=CC=C1)C1=CC=C(N=N1)C(C(=O)N)(C)N1C[C@@H](C(CC1)(F)F)C1=CNC(C=C1)=O (6-benzyl-pyridazin-3-yl)-2-((S)-4,4-difluoro-3-(6-oxo-1,6-dihydropyridin-3-yl)piperidin-1-yl)propanamide